C(C)(C)(C)P(C1=CC=C(N(C)C)C=C1)C(C)(C)C 4-[di-tert-butylphosphino]-N,N-dimethylaniline